1-Pyrrolidindithiocarbamat N1(CCCC1)NC(=S)[S-]